C/C(/CO)=C(\CC\C=C(\CC\C=C(\CCC=C(C)C)/C)/C)/C (2E,6E,10E)-2,3,7,11,15-pentamethylhexadeca-2,6,10,14-tetraen-1-ol